methyl 4-bromo-3-(oxazol-2-yl)benzoate BrC1=C(C=C(C(=O)OC)C=C1)C=1OC=CN1